CC=1C=C(\C=N\NC2=C3N=CN(C3=NC(=N2)N2CCOCC2)C2=NC=CC(=C2)C)C=CC1 (E)-4-(6-(2-(3-methylbenzylidene)hydrazinyl)-9-(4-methylpyridin-2-yl)-9H-purin-2-yl)morpholine